FC=1C=C(C=CC1)[C@H]1NOCC1 (S)-3-(3-fluorophenyl)isoxazolidine